[1-(2-chloro-5-fluorophenyl)-7-[3-fluoro-5-(trifluoromethyl)benzamido]-3-oxo-2,3-dihydro-1H-isoindol-5-yl]boronic acid ClC1=C(C=C(C=C1)F)C1NC(C2=CC(=CC(=C12)NC(C1=CC(=CC(=C1)C(F)(F)F)F)=O)B(O)O)=O